Tert-butyl (1-(3,5-dimethyl-2-oxo-1-((2-(trimethylsilyl)ethoxy)methyl)-2,3-dihydro-1H-benzo[d]imidazol-4-yl)piperidin-4-yl)(methyl)carbamate CN1C(N(C2=C1C(=C(C=C2)C)N2CCC(CC2)N(C(OC(C)(C)C)=O)C)COCC[Si](C)(C)C)=O